ClC1=CC=C(C(=N1)C(=O)O)N[C@H](C)C1=C2N=C(C(=NC2=CC(=C1)C)C#N)N1C[C@H](CC1)S(=O)(=O)C 6-chloro-3-(((R)-1-(2-cyano-7-methyl-3-((S)-3-(methylsulfonyl)pyrrolidin-1-yl)quinoxalin-5-yl)ethyl)amino)picolinic acid